3-methoxy-N-[2-[2-(4-piperidyloxy)ethoxy]ethyl]benzamide COC=1C=C(C(=O)NCCOCCOC2CCNCC2)C=CC1